1,3-oxazol-4(5H)-one O1C=NC(C1)=O